C(C)(C)(C)OC(=O)N1CCN(CC1)CCN1C2=C(C3=CC=C(C=C13)OC)C=CN=C2C 4-(2-(7-methoxy-1-methyl-9H-pyrido[3,4-b]indol-9-yl)ethyl)piperazine-1-carboxylic acid tert-butyl ester